FC=1C=NC=CC1C1=CC=C(N1)C(=O)N1C[C@H](CC1)C(=O)NC1=CC(=C(C(=C1)F)F)F (S)-1-(5-(3-fluoropyridin-4-yl)-1H-pyrrole-2-carbonyl)-N-(3,4,5-trifluorophenyl)pyrrolidine-3-carboxamide